(2R,3R,4R,5R)-N-(3-carbamoyl-4-fluorophenyl)-3-(2-(difluoromethoxy)-3,4-difluorophenyl)-4,5-dimethyl-5-(trifluoromethyl)tetrahydrofuran-2-carboxamide C(N)(=O)C=1C=C(C=CC1F)NC(=O)[C@@H]1O[C@]([C@@H]([C@@H]1C1=C(C(=C(C=C1)F)F)OC(F)F)C)(C(F)(F)F)C